4,4'-(9-ethyl-2-(4-phenyl-1H-pyrazol-1-yl)-9H-purin-6,8-diyl)dimorpholine C(C)N1C2=NC(=NC(=C2N=C1N1CCOCC1)N1CCOCC1)N1N=CC(=C1)C1=CC=CC=C1